ACENAPHTHENE-5-BORONIC ACID C1CC2=CC=C(C3=CC=CC1=C23)B(O)O